[Cl].[S] sulfur chlorine salt